Tert-butyl 4-(5-(difluoromethyl)pyridin-2-yl)piperazine-1-carboxylate FC(C=1C=CC(=NC1)N1CCN(CC1)C(=O)OC(C)(C)C)F